C(C)(C)(C)OC(=O)N1CCCC2=CC(=CC(=C12)C1=CC=NC=C1)C(CCCC)=O 6-pentanoyl-8-(4-pyridinyl)-3,4-dihydro-2H-quinoline-1-carboxylic acid tert-butyl ester